4-(7-(1-Benzylpiperidin-3-yl)pyrazolo[1,5-a]pyrimidin-2-yl)-N,N-dimethylaniline C(C1=CC=CC=C1)N1CC(CCC1)C1=CC=NC=2N1N=C(C2)C2=CC=C(N(C)C)C=C2